ClC1=CC=C(S1)CNC1=CC(=NN1)C1CCN(CC1)CC(=O)N1CCOCC1 2-[4-(5-[(5-chlorothiophen-2-yl)methyl]amino-1H-pyrazol-3-yl)piperidin-1-yl]-1-(morpholin-4-yl)ethan-1-one